1-(4-chloro-3-methylsulfonyl-phenyl)-3-[(1S)-1-(2-pyrimidin-2-yl-1,2,4-triazol-3-yl)ethyl]urea ClC1=C(C=C(C=C1)NC(=O)N[C@@H](C)C=1N(N=CN1)C1=NC=CC=N1)S(=O)(=O)C